(S)-7-(4-(5-fluoro-2-(2-methoxyethoxy)phenyl)piperidin-1-yl)-2-(oxazol-2-yl)-5-oxa-2-azaspiro[3.4]octane FC=1C=CC(=C(C1)C1CCN(CC1)[C@@H]1COC2(CN(C2)C=2OC=CN2)C1)OCCOC